1,2-diphenylethan-1-one oxime C1(=CC=CC=C1)C(CC1=CC=CC=C1)=NO